8-bromo-9-(3-((((tert-butyldimethylsilyl)oxy)methyl)-5-methylphenoxy)benzyl)-2-fluoro-9H-purine-6-amine BrC=1N(C2=NC(=NC(=C2N1)N)F)CC1=CC(=CC=C1)OC1=C(C=CC(=C1)C)CO[Si](C)(C)C(C)(C)C